O=C1NC2=CC=C(C=C2CC1)NC(C1=CC(=CC=C1)C#CC1=NC=CC=C1)=O N-(2-OXO-1,2,3,4-TETRAHYDROQUINOLIN-6-YL)-3-(PYRIDIN-2-YLETHYNYL)BENZAMIDE